[C@H]12[C@H](O)[C@@H](O)[C@H](O)[C@H](O1)CO2 1,6-anhydro-beta-D-glucopyranose